[Na+].[Na+].C1=C(C=CC=2C(C3=CC(=CC=C3C(C12)=O)S(=O)(=O)[O-])=O)S(=O)(=O)[O-] 6-anthraquinonedisulfonic acid disodium salt